(Exo)-4-(3-bromophenyl)-5-hexyl-3a-(1-phenylvinyl)-1,2,3,3a,6,6a-hexahydropentalen-1-ol BrC=1C=C(C=CC1)C=1C2(CCC(C2CC1CCCCCC)O)C(=C)C1=CC=CC=C1